4-(3-Benzyloxycyclobutyl)morpholine C(C1=CC=CC=C1)OC1CC(C1)N1CCOCC1